(1S,2S)-1,2-bis(diphenylphosphinoacetamido)cyclohexane C1(=CC=CC=C1)P(C1=CC=CC=C1)CC(=O)N[C@@H]1[C@H](CCCC1)NC(CP(C1=CC=CC=C1)C1=CC=CC=C1)=O